tert-Butyl (S)-3-(1-(4'-(methoxycarbonyl)-[1,1'-biphenyl]-4-yl)-2-oxo-6-(trifluoromethyl)-1,2-dihydro-3H-imidazo[4,5-b]pyridin-3-yl)pyrrolidine-1-carboxylate COC(=O)C1=CC=C(C=C1)C1=CC=C(C=C1)N1C(N(C2=NC=C(C=C21)C(F)(F)F)[C@@H]2CN(CC2)C(=O)OC(C)(C)C)=O